4-(aminomethyl)-6-(5-morpholinopyridin-3-yl)phthalazin-1(2H)-one NCC1=NNC(C2=CC=C(C=C12)C=1C=NC=C(C1)N1CCOCC1)=O